tert-butyl (2-((4-((4-amino-2-butyl-1H-imidazo[4,5-d]thieno[3,2-b]pyridin-1-yl)methyl) benzyl)amino)ethyl)carbamate NC1=C2C(=C3C(=N1)C=CS3)N(C(=N2)CCCC)CC2=CC=C(CNCCNC(OC(C)(C)C)=O)C=C2